1-(4-(3-nitro-9H-carbazol-9-yl)phenyl)ethane-1-one O-acetyl oxime C(C)(=O)ON=C(C)C1=CC=C(C=C1)N1C2=CC=CC=C2C=2C=C(C=CC12)[N+](=O)[O-]